C(C)(C)(C)C=1C=CC2=C(CN(O2)CC(F)(F)F)C1 5-tert-butyl-2-(2,2,2-trifluoroethyl)benzoxazolen